ClC1=CC(=C(C=C1)N1N=NC(=C1CN1N=CC(=CC1=O)N1CCN(CC1)C=1C(=NC=CC1)OC)C)F 2-[[3-(4-chloro-2-fluoro-phenyl)-5-methyl-triazol-4-yl]methyl]-5-[4-(2-methoxy-3-pyridyl)piperazin-1-yl]pyridazin-3-one